5,5-Bis(ethoxycarbonyl)-2-(2-fluorophenyl)-2-phenylazelaic acid C(C)OC(=O)C(CCC(C(=O)O)(C1=CC=CC=C1)C1=C(C=CC=C1)F)(CCCC(=O)O)C(=O)OCC